ClC1=C2C(N(C(=NC2=CC=C1)N1CCCC1)NC(CC1=CC(=CC(=C1)F)F)=O)=O N-(5-Chloro-4-oxo-2-pyrrolidin-1-yl-4H-quinazolin-3-yl)-2-(3,5-difluoro-phenyl)-acetamide